1,23-diamino-3,6,9,12,15,18,21-heptaoxatricosane NCCOCCOCCOCCOCCOCCOCCOCCN